C1(=CC=CC=C1)C=1N=C(SC1)C1(CCN(CC1)C(=O)OC(C)(C)C)CNC(C1=CC(=CC=C1)C1=NOC(=N1)C(F)(F)F)=O tert-Butyl 4-(4-phenylthiazol-2-yl)-4-((3-(5-(trifluoromethyl)-1,2,4-oxadiazol-3-yl)benzamido)methyl)piperidine-1-carboxylate